1-Boc-3-bromo-6-fluoro-1H-indole C(=O)(OC(C)(C)C)N1C=C(C2=CC=C(C=C12)F)Br